C1OCC12CN(C2)C2CCC(CC2)NC=2C=1C=C(N(C1C=CC2)CC(F)(F)F)C#CCNC2=C(C=C(C=C2)S(=O)(=O)C)OC(F)(F)F N-((1S,4S)-4-(2-oxa-6-azaspiro[3.3]heptan-6-yl)cyclohexyl)-2-(3-((4-(methylsulfonyl)-2-(trifluoromethoxy)phenyl)amino)prop-1-yn-1-yl)-1-(2,2,2-trifluoroethyl)-1H-indol-4-amine